NC=1C(=NC(=C(N1)F)Br)C=1C=C2C(=CN=CC2=CC1)Cl 6-(3-amino-6-bromo-5-fluoropyrazin-2-yl)-4-chloroisoquinolin